FC(C1=CC=C(COC=2C=C3C(=CNC3=CC2)NC(=O)C23CC(C2)C3)C=C1)(F)F N-(5-((4-(trifluoromethyl)benzyl)oxy)-1H-indol-3-yl)bicyclo[1.1.1]pentane-1-carboxamide